N2-(4-([1,4'-bipiperidin]-4-yl)-2-isopropoxy-5-methylphenyl)-5-chloro-N4-(2-(isopropylsulfonyl)phenyl)pyrimidine-2,4-diamine N1(CCC(CC1)C1=CC(=C(C=C1C)NC1=NC=C(C(=N1)NC1=C(C=CC=C1)S(=O)(=O)C(C)C)Cl)OC(C)C)C1CCNCC1